C1=NC=C(C2=CC=CC=C12)N1C(N(C[C@@H]1C#N)C1CC(C1)C)=O (R)-3-(isoquinolin-4-yl)-1-((1s,3S)-3-methylcyclobutyl)-2-oxoimidazoline-4-carbonitrile